tert-butyl (2S,4R)-4-[(tert-butyldimethylsilyl)oxy]-2-[3-(methoxycarbonyl)phenoxy-ethyl]pyrrolidine-1-carboxylate [Si](C)(C)(C(C)(C)C)O[C@@H]1C[C@@H](N(C1)C(=O)OC(C)(C)C)CCOC1=CC(=CC=C1)C(=O)OC